(R)-N-(cyclopropylmethyl)-1-(6-(2-(5-(5-cyclopropylpyridin-3-yl)-1,3,4-thiadiazol-2-yl)propan-2-yl)pyridin-3-yl)piperidin-3-amine C1(CC1)CN[C@H]1CN(CCC1)C=1C=NC(=CC1)C(C)(C)C=1SC(=NN1)C=1C=NC=C(C1)C1CC1